tert-butyl (R)-2-ethyl-5-oxopyrrolidine-1-carboxylate C(C)[C@H]1N(C(CC1)=O)C(=O)OC(C)(C)C